2-methoxy-1,3-dioxane COC1OCCCO1